ClC=1C(=CC=C2N=CC(=NC12)C=1C=NN(C1)CC1CN(C1)CC#N)OC1=CC2=C(N=C(N2)C)C=C1 2-[3-[[4-[8-chloro-7-[(2-methyl-3H-benzimidazol-5-yl)oxy]quinoxalin-2-yl]pyrazol-1-yl]methyl]azetidin-1-yl]acetonitrile